8-(4-hydroxybutyl)-1-methyl-2-oxo-2,3,4,5-tetrahydro-1H-benzo[b]azepine OCCCCC=1C=CC2=C(N(C(CCC2)=O)C)C1